ClC1=CC=C(C=C1)C1=CC=C(C=C1)SC1=C(N=NN1)C(=O)O 5-((4'-chloro-[1,1'-biphenyl]-4-yl)thio)-1H-1,2,3-triazole-4-carboxylic acid